COC1=CC=C(C=C1)S(=O)(=O)C=1C=C2C=NN(C(C2=CC1)=O)CC1=C(OC=C1)C(=O)OC methyl 3-((6-((4-methoxyphenyl)sulfonyl)-1-oxophthalazin-2(1H)-yl)methyl)furan-2-carboxylate